1,2-bis(trimethylsiloxy)-1,1,2,2-tetraphenylethane C[Si](OC(C(C1=CC=CC=C1)(C1=CC=CC=C1)O[Si](C)(C)C)(C1=CC=CC=C1)C1=CC=CC=C1)(C)C